1-(3-((2-((2-cyclopropyl-4-(4-methylpiperazin-1-yl)phenyl)amino)-5-(difluoromethyl)pyrimidin-4-yl)amino)propyl)-3-methyl-1,3-diazepan-2-one C1(CC1)C1=C(C=CC(=C1)N1CCN(CC1)C)NC1=NC=C(C(=N1)NCCCN1C(N(CCCC1)C)=O)C(F)F